O=C(CCCCCOC(=O)C1C(CC=CC1)C(=O)OCCCCCC(C)=O)C 4-cyclohexene-1,2-dicarboxylic acid bis(6-oxoheptyl) ester